O[C@H](C(=O)O)CC(=O)O.C1(CC1)(C(=O)N)C(=O)N cyclopropane-1,1-dicarboxamide (S)-2-hydroxysuccinate